(S)-N-(2-((4-(1-Acetyl-2-methyl-1,2,3,4-tetrahydro-quinolin-6-yl)phenyl)amino)-2-oxoethyl)-6-(2-aminopyrimidin-5-yl)-3-methyl-8-morpholinoimidazo[1,2-a]pyrazine-2-carboxamide C(C)(=O)N1[C@H](CCC2=CC(=CC=C12)C1=CC=C(C=C1)NC(CNC(=O)C=1N=C2N(C=C(N=C2N2CCOCC2)C=2C=NC(=NC2)N)C1C)=O)C